C(CCC)O[Si](OCCCC)(OCCCC)NCCCCC tributoxysilyl-pentyl-amine